CCCCC(CCCCC)=O 5-Decanone